7-(4,4-difluoropiperidin-1-yl)-N-(3-((2,6-dioxopiperidin-3-yl)amino)phenyl)-7-oxoheptylamide FC1(CCN(CC1)C(CCCCCC[N-]C1=CC(=CC=C1)NC1C(NC(CC1)=O)=O)=O)F